CC=1C(=C(C(=CC1C(=O)O)C1=CC=C(C=C1)C)C(=O)O)C.C(C)(C)C1C(CC(CC1)(C)C)(CO)CO (2-isopropyl-5,5-dimethylcyclohexane-1,1-diyl)dimethanol dimethyl-4'-methyl-[1,1'-biphenyl]-2,5-dicarboxylate